N-(4-methoxypyridin-2-yl)-3-fluorobenzamide COC1=CC(=NC=C1)NC(C1=CC(=CC=C1)F)=O